N-(difluoromethyl)pyrazoleboronic acid FC(N1N=C(C=C1)B(O)O)F